(2S)-3-[4-(difluoromethyl)phenyl]-2-(9H-fluoren-9-yl-methoxycarbonylamino)propanoic acid FC(C1=CC=C(C=C1)C[C@@H](C(=O)O)N(C(=O)OC)C1C2=CC=CC=C2C=2C=CC=CC12)F